C(C)(C)(C)C1=NN=C(O1)C1=C(C=C(C=C1O)C(=O)N1CCN(CC1)C=1OC=2C(=NC(=CC2)Cl)N1)F (4-(5-(tert-butyl)-1,3,4-oxadiazol-2-yl)-3-fluoro-5-hydroxyphenyl)(4-(5-chlorooxazolo[4,5-b]pyridin-2-yl)piperazin-1-yl)methanone